C(C)(C)(C)C=1C=C(C=C(C1)CN1C[C@H](CCC1)C)N1C(C2=CC(=CC=C2C1)C1(COC1)CC1=NN=CN1C)=O (S)-2-(3-(tert-Butyl)-5-((3-methylpiperidin-1-yl)methyl)phenyl)-6-(3-((4-methyl-4H-1,2,4-triazol-3-yl)methyl)oxetan-3-yl)isoindolin-1-one